BrC1=CC(N(C=C1)CC1CCCC1)=O 4-bromo-1-(cyclopentylmethyl)pyridin-2(1H)-one